FC(C)(F)C1=NC(=NN1C)C=1C=CC(=NC1C)N[C@@H]1CN(CC1)C(C(C)C1=CC(=CC(=C1)OC)OC(F)F)=O 1-[(3S)-3-({5-[5-(1,1-difluoroethyl)-1-methyl-1H-1,2,4-triazol-3-yl]-6-methylpyridin-2-yl}amino)pyrrolidin-1-yl]-2-[3-(difluoromethoxy)-5-methoxyphenyl]propan-1-one